COC1=CC(=C(C=2OCCN(C21)C)[N+](=O)[O-])C(=O)OC methyl 5-methoxy-4-methyl-8-nitro-3,4-dihydro-2H-benzo[b][1,4]oxazine-7-carboxylate